COC1=NN(C=2C3=C(C(C(C12)=O)=O)C=CC=C3)C3=CC=CC=C3 3-Methoxy-1-phenyl-1H-benzo[g]indazol-4,5-dion